[Si](C)(C)(C(C)(C)C)OCC=1C=C(C=CC1C)[C@@H](C(C(=O)OCC)C)C1=C(C2=C(N(N=N2)CC)C=C1)C (3R)-ethyl 3-(3-(((tert-butyldimethylsilyl)oxy)methyl)-4-methylphenyl)-3-(1-ethyl-4-methyl-1H-benzo[d][1,2,3]triazol-5-yl)-2-methylpropanoate